C(#N)CCOCC(C(COCCC#N)OCCC#N)OCCC#N 1,2,3,4-tetrakis-(2-cyanoethoxy)butane